C(C)OC(=O)C1CC=C(CC1)C1=NC=CC=N1 4-(pyrimidin-2-yl)cyclohex-3-ene-1-carboxylic acid ethyl ester